C(C(C)(C)C)(=O)O[C@@H]1CN(CC=C1)C1C(CCCC1)C (S)-1-(2-methylcyclohexyl)-1,2,3,6-tetrahydropyridin-3-yl pivalate